C(#C)C1=CC(=CC2=C1N=CS2)C(=O)O 4-ethynylbenzo[d]thiazole-6-carboxylic acid